N-(3-((2,6-dioxopiperidin-3-yl)amino)phenyl)acetamide formate C(=O)O.O=C1NC(CCC1NC=1C=C(C=CC1)NC(C)=O)=O